ClC1=C(C=C(C=C1N)C)N(C1=NC=CC=C1C)C 2-chloro-N1,5-dimethyl-N1-(3-methylpyridin-2-yl)benzene-1,3-diamine